OC1CC(C1)C1(CC(=NC(=C1)C(C)C1=CC=CC=C1)C(=O)NC)C(=O)N 4-((1r,3r)-3-hydroxycyclobutyl)-N2-methyl-6-(1-phenylethyl)pyridine-2,4-dicarboxamide